F\C=C(\CNC(OC(C)(C)C)=O)/COC1=CC2=C(N=C(O2)NC2CCC(CC2)O)C=C1 tert-butyl (Z)-(3-fluoro-2-(((2-((4-hydroxycyclohexyl)amino)benzo[d]oxazol-6-yl)oxy)methyl)allyl)carbamate